4,4-dihydroxy-8-({1-[3-(pyrrolidin-2-yl)propanoyl]azetidin-3-yl}oxy)-5-oxa-4-boranuidabicyclo[4.4.0]deca-1(6),7,9-triene-7-carboxylic acid disodium salt [Na+].[Na+].O[B-]1(CCC=2C=CC(=C(C2O1)C(=O)O)OC1CN(C1)C(CCC1NCCC1)=O)O.O[B-]1(CCC=2C=CC(=C(C2O1)C(=O)O)OC1CN(C1)C(CCC1NCCC1)=O)O